C(#N)C1=C(C(=C(C(=C1F)F)B1OB(OB(O1)C1=C(C(=C(C(=C1F)F)C#N)F)F)C1=C(C(=C(C(=C1F)F)C#N)F)F)F)F tris(4-cyano-2,3,5,6-tetrafluorophenyl)boroxine